O.[Mg+2].P(=O)([O-])([O-])[O-].[K+].CN1CCN(CC1)C1=CC=C(C=C1)NC=1N=CC2=C(N1)N(C(C=C2C#C[Si](C(C)C)(C(C)C)C(C)C)=O)C2CNCC2 2-{[4-(4-methylpiperazin-1-yl)phenyl]amino}-8-(pyrrolidin-3-yl)-5-[2-(triisopropylsilyl)ethynyl]pyrido[2,3-d]pyrimidin-7-one potassium phosphate magnesium hydrate